[S-2].[Mg+2] magnesium(II) sulfide